N1CC(C1)CN(C1=NC(=NC(=C1)N1CC2(CCC1)CCCCC2)C(F)(F)F)C N-(azetidin-3-ylmethyl)-N-methyl-6-(2-azaspiro[5.5]undecan-2-yl)-2-(trifluoromethyl)pyrimidin-4-amine